1-tert-butyl 3-ethyl 4-phenyl-5,6-dihydropyridine-1,3(2H)-dicarboxylate C1(=CC=CC=C1)C1=C(CN(CC1)C(=O)OC(C)(C)C)C(=O)OCC